3-[3-[[ethyl(methyl)sulfamoyl]amino]-2-fluoro-benzoyl]-5-(4-piperazin-1-ylphenyl)-1H-pyrrolo[2,3-b]pyridine C(C)N(S(=O)(=O)NC=1C(=C(C(=O)C2=CNC3=NC=C(C=C32)C3=CC=C(C=C3)N3CCNCC3)C=CC1)F)C